(2-(((tert-butyldimethylsilyl)oxy)methyl)allyl)piperidine-1,4-dicarboxylic acid 1-(tert-butyl) ester 4-methyl ester COC(=O)C1CC(N(CC1)C(=O)OC(C)(C)C)CC(=C)CO[Si](C)(C)C(C)(C)C